C(C)(=O)N1\C(\C(C2=CC=CC=C12)=O)=C/C1=NC2=CC=C(C=C2C=C1)CNC1CCN(CC1)C1COC1 (Z)-1-acetyl-2-((6-(((1-(oxetan-3-yl)piperidin-4-yl)amino)methyl)quinolin-2-yl)methylene)indolin-3-one